BrC1=CC=C2C(C(N(C2=C1)CC1CN(C1)C1=CC(=CC(=C1)C(F)(F)F)F)=O)(C)C 6-bromo-1-((1-(3-fluoro-5-(trifluoromethyl)phenyl)azetidin-3-yl)methyl)-3,3-dimethylindolin-2-one